CC([O-])C.CC([O-])C.CC([O-])C.[V+3] vanadium tri(isopropoxide)